BrC1=C(C=C(C=C1)OCCOC([2H])([2H])[2H])F 1-bromo-2-fluoro-4-{2-[(2H3)methyloxy]ethoxy}benzene